BrC1=CC=C(C=C1)[C@]12[C@](C3=C(C=NC=C3OC)O1)([C@](C[C@H]2C2=CC=CC=C2)(O)CN2CCOCC2)O |r| rac-(4bS,5R,7S,7aR)-7a-(4-bromophenyl)-4-methoxy-5-(morpholinomethyl)-7-phenyl-5,6,7,7a-tetrahydro-4bH-cyclopenta[4,5]furo[2,3-c]pyridine-4b,5-diol